(3-methanesulfonyloxypropoxy)naphthalene CS(=O)(=O)OCCCOC1=CC=CC2=CC=CC=C12